C(C=1C(C(=O)O)=CC=CC1)(=O)O.CCCCCCCCCC decane phthalate